butyric acid-d C(CCC)(=O)O[2H]